Pyrrole-3-carboxylic acid (2-diethylaminoethyl) amide C(C)N(CCNC(=O)C1=CNC=C1)CC